CC1(CC(CC(C1)(C)CNC(=O)N(C)C)NC(=O)N(C)C)C N'-[3-[[[(dimethylamino)carbonyl]amino]methyl]-3,5,5-trimethylcyclohexyl]-N,N-dimethyl-urea